NC=1C=C2C(N(C(C2=CC1)=O)C1C(N(C(CC1)=O)CCOC)=O)=O 5-amino-2-(1-(2-methoxyethyl)-2,6-dioxopiperidin-3-yl)isoindolin-1,3-dione